tert-Butyl {3-[{([(2S,5R)-6-hydroxy-7-oxo-1,6-diazabicyclo[3.2.1]oct-2-yl]carbonyl)amino}oxy]propyl}carbamate ON1[C@@H]2CC[C@H](N(C1=O)C2)C(=O)NOCCCNC(OC(C)(C)C)=O